tert-butyl (2'S,7R)-3-[[tert-butyl(dimethyl)silyl]oxymethyl]-2-chloro-2'-methyl-spiro[4,5-dihydrothieno[2,3-c]pyran-7,4'-piperidine]-1'-carboxylate [Si](C)(C)(C(C)(C)C)OCC1=C(SC2=C1CCO[C@]21C[C@@H](N(CC1)C(=O)OC(C)(C)C)C)Cl